1-(6-(piperidin-4-yl)-1-(2,2,2-trifluoroethyl)-1H-indazol-3-yl)dihydropyrimidine-2,4(1H,3H)-dione N1CCC(CC1)C1=CC=C2C(=NN(C2=C1)CC(F)(F)F)N1C(NC(CC1)=O)=O